N-((1s,4s)-4-((2,2-dimethyltetrahydro-2H-pyran-4-yl)amino)cyclohexyl)-4-isopropyl-5-(8-methyl-[1,2,4]triazolo[1,5-a]pyridin-6-yl)-1H-pyrazole-3-carboxamide CC1(OCC[C@@H](C1)NC1CCC(CC1)NC(=O)C1=NNC(=C1C(C)C)C=1C=C(C=2N(C1)N=CN2)C)C